C(C=C)N1C=CC2=CC=CC=C12 allyl-1H-indole